7-ethoxy-6-((6-((1R,2S)-5'-methoxy-2'-oxospiro[cyclopropane-1,3'-indolin]-2-yl)-1H-indazol-3-yl)amino)quinoline 1-oxide C(C)OC1=C(C=C2C=CC=[N+](C2=C1)[O-])NC1=NNC2=CC(=CC=C12)[C@@H]1C[C@@]12C(NC1=CC=C(C=C21)OC)=O